NC1=CC(=NC=C1NC[C@H]1OCC1)C#N (S)-4-amino-5-((oxetan-2-ylmethyl)amino)cyanopyridine